O(C(=O)CCCCCCCCC)CCCCCCCCCCCCCCCC hexadecyl caprate